ClC1=CC(=C(C=C1)C(COC1=CC=C2CCN(C(C2=C1I)C)C(=O)OC(C)(C)C)=C=O)F tert-butyl 7-(2-(4-chloro-2-fluorophenyl)-2-carbonylethoxy)-8-iodo-1-methyl-3,4-dihydroisoquinoline-2(1H)-carboxylate